OC(CC[C@H](C)NC(OC(C)(C)C)=O)([2H])[2H] tert-butyl (S)-(5-hydroxypentan-2-yl-5,5-d2)carbamate